C1=CC=CC=2C3=CC=CC=C3C(C12)COC(=O)N([C@H](C(=O)O)CC=1C=NC=CC1C)C (S)-2-((((9H-fluoren-9-yl)methoxy)carbonyl)(methyl)amino)-3-(4-methylpyridin-3-yl)propanoic acid